5-(6-oxo-1,6-dihydropyridazin-3-yl)thiophene-2-sulfonyl chloride O=C1C=CC(=NN1)C1=CC=C(S1)S(=O)(=O)Cl